methyl (2R,4S)-4-fluoro-2-methylpiperidine-4-carboxylate F[C@@]1(C[C@H](NCC1)C)C(=O)OC